(2S)-2-(6-{5-chloro-2-[(oxan-4-yl)amino]pyrimidin-4-yl}-1-oxo-2,3-dihydro-1H-isoindol-2-yl)-N-[(1R)-1-[6-(morpholin-4-yl)pyridin-2-yl]ethyl]propanamide ClC=1C(=NC(=NC1)NC1CCOCC1)C1=CC=C2CN(C(C2=C1)=O)[C@H](C(=O)N[C@H](C)C1=NC(=CC=C1)N1CCOCC1)C